B(C1=CC(=CC=C1)C(=O)NCC=C)(O)O (3-ALLYLAMINOCARBONYL)BENZENEBORONIC ACID